4-(4-bromo-2-oxo-2,3-dihydro-1H-1,3-benzodiazol-1-yl)-N-(5-chloropyridin-3-yl)cyclohexane-1-carboxamide BrC1=CC=CC=2N(C(NC21)=O)C2CCC(CC2)C(=O)NC=2C=NC=C(C2)Cl